(1R,2S)-2-(3-{[5-(difluoromethanesulfonyl)-3-methoxypyridin-2-yl]amino}-1H-indazol-6-yl)-5'-methoxyspiro[cyclopropane-1,3'-indol]-2'(1'H)-one FC(S(=O)(=O)C=1C=C(C(=NC1)NC1=NNC2=CC(=CC=C12)[C@@H]1C[C@@]12C(NC1=CC=C(C=C21)OC)=O)OC)F